bis(3-amino-phenyl)-4-(trifluoromethyl)phenylphosphine oxide NC=1C=C(C=CC1)P(C1=CC=C(C=C1)C(F)(F)F)(C1=CC(=CC=C1)N)=O